methyl 2-[[[[[4,6-bis(trifluoromethoxy)-2-pyrimidinyl]amino]carbonyl]amino]sulfonyl]benzoate FC(OC1=NC(=NC(=C1)OC(F)(F)F)NC(=O)NS(=O)(=O)C1=C(C(=O)OC)C=CC=C1)(F)F